(E)-2-(2-fluoro-3-phenylbut-2-en-1-yl)isoindoline-1,3-dione F\C(\CN1C(C2=CC=CC=C2C1=O)=O)=C(/C)\C1=CC=CC=C1